OC1(OC2=C(OC1)C=CC=C2N2CCNCC2)O 3,3-Dihydroxy-5-(piperazin-1-yl)-2,3-dihydro-1,4-benzodioxine